BrC=1C=C2C(=C(C=NC2=CC1F)[N+](=O)[O-])C1(CC(C1)OC)C(=O)OC methyl 1-(6-bromo-7-fluoro-3-nitroquinolin-4-yl)-3-methoxycyclobutane-1-carboxylate